CC(C)CC1=CC2=CC=CC=C2C(=C1CC(C)C)S(=O)(=O)[O-].[Na+] diisobutylnaphthalenesulfonic acid sodium salt